C(CCC)(=O)OC[C@@H](OC(CCC)=O)COP(=O)(O)OC[C@@H]1[C@H](C[C@@H](O1)N1C=NC=2C(=S)NC(N)=NC12)O 5'-(1,2-dibutyryl-sn-glycero-3-phospho)-6-thio-2'-deoxyguanosine